2-amino-3-(3-hydroxyphenyl)propionic acid methyl ester COC(C(CC1=CC(=CC=C1)O)N)=O